(2S)-1,1,1,2,3,3-hexadeuterio-N,N-dimethyl-3-[5-(trideuteriomethoxy)indol-1-yl]propan-2-amine [2H]C([C@@](C(N1C=CC2=CC(=CC=C12)OC([2H])([2H])[2H])([2H])[2H])(N(C)C)[2H])([2H])[2H]